ClC1=NC=C(C(=C1)C1=C(C=NC(=C1)C)C(=O)NC=1SC2=C(N1)C=C(C=C2)OC)OC 2'-chloro-5'-methoxy-N-(5-methoxy-1,3-benzothiazol-2-yl)-6-methyl-[4,4'-bipyridine]-3-carboxamide